BrC=1C=NN2C1N=C(N=C2NCC(=O)OC)SC Methyl N-[8-bromo-2-(methylsulfanyl) pyrazolo[1,5-a][1,3,5]triazin-4-yl]glycinate